C(C)C(C(=O)[O-])CCCC.[Rh+3].C(C)C(C(=O)[O-])CCCC.C(C)C(C(=O)[O-])CCCC Rhodium 2-ethylhexanoate